ClC1=CC=C(C=C1)C(C)N1C(=NC=2C1=NC(=CN2)C=2C1=C(C(N(C2)C)=O)NC=C1)C 4-(1-(1-(4-chlorophenyl)-ethyl)-2-methyl-1H-imidazo[4,5-b]pyrazin-6-yl)-6-methyl-1,6-dihydro-7H-pyrrolo[2,3-c]pyridin-7-one